C(C)OC1=C(C=CC=C1)C1=CC(=C(C=C1)N1[C@@H](CN(CC1)C(C1=C(C=C(C=C1)OCC)C(F)(F)F)=O)CC)CN(S(=O)(=O)C1=C(C=CC=C1)[N+](=O)[O-])CCNS(=O)(=O)C1=C(C=CC=C1)[N+](=O)[O-] (R)-N-((2'-ethoxy-4-(4-(4-ethoxy-2-(trifluoromethyl)benzoyl)-2-ethylpiperazin-1-yl)-[1,1'-biphenyl]-3-yl)methyl)-2-nitro-N-(2-((2-nitrophenyl)sulfonamido)ethyl)benzenesulfonamide